ethyl 2-fluoro-3-(2-(hydroxymethyl)-4-methyl-1-(((S)-oxetan-2-yl)methyl)-1H-imidazol-5-yl)propanoate FC(C(=O)OCC)CC1=C(N=C(N1C[C@H]1OCC1)CO)C